C1(=CC=CC=C1)C1=CC(N(C(=C1)C1=CC=CC=C1)O)=O 4,6-Diphenyl-1-hydroxy-pyridine-2-one